C1(=CC=CC=C1)[P@@](OC1C2=CC=CC=C2C=2C=CC=CC12)(=O)N1CCCC1 9H-Fluoren-9-yl (S)-phenyl(pyrrolidin-1-yl)phosphinate